hydroxy-6-(N-(5-fluoro-2-(4,4-difluoropiperidin-1-yl)pyridin-3-yl)sulfamoyl)benzofuran-2-carboxamide OC1=C(OC2=C1C=CC(=C2)S(NC=2C(=NC=C(C2)F)N2CCC(CC2)(F)F)(=O)=O)C(=O)N